COC(=O)C1=CC2=C(N(C1=O)C)CCC2C 1,5-dimethyl-2-oxo-6,7-dihydro-5H-cyclopenta[b]pyridine-3-carboxylic acid methyl ester